C(C)(C)(C)[Si](C1=CC=CC=C1)(C1=CC=CC=C1)O[Si](C(C)(C)C)(C1=CC=CC=C1)C1=CC=CC=C1 tert.butyldiphenylsilyl ether